NC1=NC=CC=C1C1=NC=2C(=NC(=CC2C(F)F)N2N=CC=C2)N1C=1C=C2CC[C@@H](C2=CC1)NC(C1=CC(=C(C=C1)O)C=O)=O N-[(1S)-5-[2-(2-aminopyridin-3-yl)-7-(difluoromethyl)-5-(pyrazol-1-yl)imidazo[4,5-b]pyridin-3-yl]-2,3-dihydro-1H-inden-1-yl]-3-formyl-4-hydroxybenzamide